BrC(C(=O)OC)CCCC(C(=O)OC)Br dimethyl 2,6-dibromopimelate